C(#N)NC(C1=C(C=C(C=C1)C1=NOC(C1)(C(F)(F)F)C1=CC(=C(C(=C1)Cl)F)Cl)C)=O N-cyano-4-(5-(3,5-dichloro-4-fluorophenyl)-5-(trifluoromethyl)-4,5-dihydroisoxazol-3-yl)-2-methylbenzamide